[2-({[(tert-butoxy)carbonyl](methyl)amino}methyl)pyridin-4-yl]boronic acid C(C)(C)(C)OC(=O)N(C)CC1=NC=CC(=C1)B(O)O